1,2-dichloro-2-butene ClCC(=CC)Cl